C[Si](OC)(OC)CCCNCCCCCCCC[Si](OC)(OC)C (methyldimethoxysilylpropyl)-(methyldimethoxysilyloctyl)amine